2-(4-bromophenyl)-2H-benzo[1,2,3]triazole BrC1=CC=C(C=C1)N1N=C2C(=N1)C=CC=C2